4-amino-N-methyl-7-(trifluoromethyl)-N-((5S)-2-(trifluoromethyl)-5,8-dihydro-6H-pyrano[3,4-b]pyridin-5-yl)-1,3-dihydrofuro[3,4-c]quinoline-8-carboxamide NC1=NC=2C=C(C(=CC2C2=C1COC2)C(=O)N([C@@H]2COCC1=NC(=CC=C12)C(F)(F)F)C)C(F)(F)F